bis-[4-(2-hydroxyethoxy) phenyl] sulfone OCCOC1=CC=C(C=C1)S(=O)(=O)C1=CC=C(C=C1)OCCO